FC1=CC=C(C=C1)C1=NN2C=NC=3C=CC=CC3C2=N1 2-(4-fluorophenyl)[1,2,4]triazolo[1,5-c]quinazolin